ethyl 1-tetrahydropyran-2-ylcyclobutanecarboxylate O1C(CCCC1)C1(CCC1)C(=O)OCC